ClC=1C=C2C(=NC(=NC2=C(C1C1=CC(=CC2=CC=CC=C12)O)F)O[C@@H](CN1CCC(CC1)O)C)N1CC2CCC(C1)N2 1-[(2R)-2-[(6-chloro-4-{3,8-diazabicyclo[3.2.1]octan-3-yl}-8-fluoro-7-(3-hydroxynaphthalen-1-yl)quinazolin-2-yl)oxy]propyl]piperidin-4-ol